FC(C)(F)C1=NC=CC(=N1)N1N=C(C=2C=NC(=CC21)NC(C)=O)N2CC1CCCC(C2)N1C N-(1-(2-(1,1-difluoroethyl)pyrimidin-4-yl)-3-(9-methyl-3,9-diazabicyclo[3.3.1]non-3-yl)-1H-pyrazolo[4,3-c]pyridin-6-yl)acetamide